1-Ethyl-1-Methylpiperidinium chlorid [Cl-].C(C)[N+]1(CCCCC1)C